2-((3S)-3-((S)-sec-butyl)-7-chloro-2-oxo-5-phenyl-2,3,4,5-tetrahydro-1H-benzo[e][1,4]diazepin-1-yl)acetic acid [C@H](C)(CC)[C@@H]1NC(C2=C(N(C1=O)CC(=O)O)C=CC(=C2)Cl)C2=CC=CC=C2